N1=C(C=CC=C1)[C@@]1(CCOC2(CCCC2)C1)CCN (R)-2-(9-(pyridin-2-yl)-6-oxaspiro[4.5]decan-9-yl)ethylamine